2-(4-Fluorophenyl)-N-{4-[(7S)-5-methyl-4-oxo-3-(1,3-thiazol-4-ylamino)-7-(2,2,2-trifluoroethyl)-4,5,6,7-tetrahydro-1H-pyrrolo[3,2-c]pyridin-2-yl]pyridin-2-yl}acetamid FC1=CC=C(C=C1)CC(=O)NC1=NC=CC(=C1)C1=C(C=2C(N(C[C@@H](C2N1)CC(F)(F)F)C)=O)NC=1N=CSC1